Cl.N(C(=N)N)CCCCCO 5-Guanidino-1-pentanol hydrochloride